[O-]P([O-])(=O)OP(=O)([O-])[O-].[K+].[K+].[K+].[K+].CC1(CC(N(CCC1)S(=O)(=O)C1=CC=C(C)C=C1)C=CC1=CC=C(C=C1)C1=C(C=CC=C1)C(F)(F)F)C 4,4-dimethyl-1-tosyl-2-(4-(trifluoromethylphenyl)styryl)azepane TETRAPOTASSIUM PYROPHOSPHATE